5-[(4,5-Dimethyl-2-furanyl)methylene]-2,2-dimethyl-1,3-dioxane-4,6-dione CC=1C=C(OC1C)C=C1C(OC(OC1=O)(C)C)=O